FC(C1=CC(=NN1C)C#C)F 5-(difluoromethyl)-3-ethynyl-1-methyl-1H-pyrazole